C(C)C=1C(=CC=C2C=C(C=C(C12)C1=C(C=C2C(=NC(=NC2=C1F)OC[C@]12CCCN2C[C@@H](C1)F)N1C[C@@](CCC1)(O)C)F)OCOC)F (3R)-1-(7-(8-ethyl-7-fluoro-3-(methoxymethoxy)naphthalene-1-yl)-6,8-difluoro-2-(((2R,7aS)-2-Fluorotetrahydro-1H-pyrrolizin-7a(5H)-yl)methoxy)-quinazolin-4-yl)-3-methylpiperidin-3-ol